C(C)(C)(C)OC(=O)N[C@H]1CS(C2=C(N(C1=O)CC1=CC=C(C=C1)Cl)C=C(C(=C2)F)C=2N=NN(N2)C2CCN(CC2)C(=O)OC(C)(C)C)(=O)=O tert-butyl 4-[5-[(3R)-3-(tert-butoxycarbonylamino)-5-[(4-chlorophenyl)methyl]-8-fluoro-1,1,4-trioxo-2,3-dihydro-1λ6,5-benzothiazepin-7-yl]tetrazol-2-yl]piperidine-1-carboxylate